N1C=CC2=CC=CC(=C12)C1=NC(=NC(=N1)C1=NC(=CC=C1)C(F)(F)F)NC1=CC(=NC=C1)C(F)(F)F 4-(1H-indol-7-yl)-6-(6-(trifluoromethyl)pyridin-2-yl)-N-(2-(trifluoromethyl)pyridin-4-yl)-1,3,5-triazin-2-amine